cobalt lithium selenide carbon [C+4].[Se-2].[Li+].[Co+2]